OCC1CCC(CC1)N1N=C2C(C=C3C(C(OC(=N3)C3=NC(=CC=C3)C(F)(F)F)=O)=C2)=C1 2-[4-(hydroxymethyl)cyclohexyl]-6-[6-(trifluoromethyl)-2-pyridinyl]Pyrazolo[3,4-g][3,1]Benzoxazin-8-one